(5-amino-7-methoxyimidazo[1,2-c]quinazolin-2-yl)(1,4-dioxa-8-azaspiro[4.5]decan-8-yl)methanone NC1=NC=2C(=CC=CC2C=2N1C=C(N2)C(=O)N2CCC1(OCCO1)CC2)OC